C(C)NC1=C2C(=NC(=C1)NC1=CC=C(C=3CCOC31)C(=O)N3CCOCC3)NC=C2C(F)(F)F (7-((4-(ethylamino)-3-(trifluoromethyl)-1H-pyrrolo[2,3-b]pyridin-6-yl)amino)-2,3-di-hydrobenzofuran-4-yl)(morpholino)methanone